3-(methoxymethyl)phenyl-[1,1'-binaphthalene] COCC=1C=C(C=CC1)C1=C(C2=CC=CC=C2C=C1)C1=CC=CC2=CC=CC=C12